7-fluoro-3-methyl-1-(tetrahydro-2H-pyran-4-yl)-8-(6-((R)-1-(2-((S)-3-(trifluoromethoxy)pyrrolidin-1-yl)ethoxy)ethyl)pyridin-3-yl)-1,3-dihydro-2H-imidazo[4,5-c]cinnolin-2-one FC=1C(=CC=2C3=C(N=NC2C1)N(C(N3C3CCOCC3)=O)C)C=3C=NC(=CC3)[C@@H](C)OCCN3C[C@H](CC3)OC(F)(F)F